C(CCCCC)C(C(=O)OCCCCCCN(CCCCCCOC(C(CCCCCCCC)CCCCCC)=O)CCN1CCN(CC1)CCCO)CCCCCCCC.CC(O[Si](OC)(OC)OCCC)C=CC methylpropenyl-propoxytrimethoxysilane ((2-(4-(3-hydroxypropyl)piperazin-1-yl)ethyl)azanediyl)bis(hexane-6,1-diyl) bis(2-hexyldecanoate)